ClC1=C(C=CC(=C1)C=1C=C(C2=CN(N=C2C1)C(C(NC=1SC=CN1)=O)C1=C2N(C=N1)C[C@@H](C2)F)F)N2CCN(CC2)C(=O)OC(C)(C)C tert-butyl 4-(2-chloro-4-(4-fluoro-2-(1-((R)-6-fluoro-6,7-dihydro-5H-pyrrolo[1,2-c]imidazol-1-yl)-2-oxo-2-(thiazol-2-ylamino)ethyl)-2H-indazol-6-yl)phenyl)piperazine-1-carboxylate